ethyl 2-(4-bromo-6-isopropoxybenzothiophen-2-yl)-4-methylthiazole-5-carboxylate BrC1=CC(=CC2=C1C=C(S2)C=2SC(=C(N2)C)C(=O)OCC)OC(C)C